(2-chloro-4-iodophenylamino)-N-cyclopropylmethoxy-3,4-difluorobenzamide ClC1=C(C=CC(=C1)I)NC1=C(C(=O)NOCC2CC2)C=CC(=C1F)F